OC=1C2=C(C=NC1C(=O)NCC(=O)O)C=C(S2)OC2=CC=CC=C2 [(7-Hydroxy-2-phenoxy-thieno[3,2-c]pyridine-6-carbonyl)-amino]-acetic acid